1-(tert-butyl) 6-methyl (S)-7-(4-fluorobenzyl)-2-methyl-2,3-dihydro-1H-pyrido[2,3-b][1,4]oxazine-1,6-dicarboxylate FC1=CC=C(CC2=CC3=C(OC[C@@H](N3C(=O)OC(C)(C)C)C)N=C2C(=O)OC)C=C1